N[C@H](C(C(=O)NC1CC1)O)CCC(C)(F)F (3S)-3-amino-N-cyclopropyl-6,6-difluoro-2-hydroxyheptanamide